ClC=1C=CC(=C(C1)B(O)O)OC(F)(F)F (5-chloro-2-(trifluoromethoxy)phenyl)boronic acid